2-hydroxymethyl-1,4-benzodioxane OCC1COC2=C(O1)C=CC=C2